C(=O)(O)C\C(=C/C=C(/C(=O)[O-])\O)\C(=O)[O-] 5-carboxymethyl-2-hydroxy-muconate